C(C1=CC=CC=C1)OC[C@H](C)OC=1C=C2C(=CC=NC2=CC1OC)OC1=C(C=C(C=C1F)[N+](=O)[O-])F (S)-6-((1-(benzyloxy)propan-2-yl)oxy)-4-(2,6-difluoro-4-nitrophenoxy)-7-methoxyquinoline